O1C(CCCC1)OCC1=C(SC=C1)CNCC N-((3-(((tetrahydro-2H-pyran-2-yl)oxy)methyl)thiophen-2-yl)methyl)ethylamine